C1=C(C(=O)C(=CN1CC(=O)O)I)I The molecule is a 4-pyridone in which the pyridone is iodo-substituted at C-3 and -5 and has a carboxymethyl substituent on nitrogen; used as a radiocontrast agent urography. It has a role as a radioopaque medium. It is a member of 4-pyridones, a monocarboxylic acid and an organoiodine compound.